IC1=CC=2C=3N(C=NC2C=C1)CCCN3 10-iodo-3,4-dihydro-2H-pyrimido[1,2-c]quinazoline